C(#N)C1=CC(=C(COC2=CC=CC(=N2)C2(CCN(CC2)[C@@H](C)C2=NC3=C(N2C[C@H]2OCC2)C=C(C=C3)C(=O)O)O)C=C1)F 2-((S)-1-(4-(6-((4-cyano-2-fluorobenzyl)oxy)pyridin-2-yl)-4-hydroxypiperidine-1-yl)ethyl)-1-(((S)-oxetan-2-yl)methyl)-1H-benzo[d]imidazole-6-carboxylic acid